O[C@]1(CN(OC1)C(=O)C=1N(C=C2N(C(N(C(C21)=O)C)=O)CC(C)C)CC=2SC1=C(N2)C=CC=C1)C (S)-5-(4-hydroxy-4-methylisoxazolidine-2-carbonyl)-1-isobutyl-3-methyl-6-(benzo[d]thiazol-2-ylmethyl)-1,6-dihydro-2H-pyrrolo[3,4-d]pyrimidine-2,4(3H)-dione